O=Cl(=O)(=O)OCl(=O)(=O)=O dichlorine heptaoxide